BrC=1C=C(C=C(C1)NCCN)NC(=O)NC1=C(C=CC(=C1)Cl)CCO 1-[3-bromo-5-(2-aminoethylamino)phenyl]-3-[5-chloro-2-(2-hydroxyethyl)phenyl]urea